4-Amino-6-bromo-5-(3-fluoro-4-((6-methylpyridin-2-yl)oxy)phenyl)-7H-pyrrolo[2,3-d]pyrimidine NC=1C2=C(N=CN1)NC(=C2C2=CC(=C(C=C2)OC2=NC(=CC=C2)C)F)Br